C(C)(C)C=1C=C(C=C(C1N1C(=NC2=C1C=CC=C2)C2=CC=C(C=1C3=C(OC12)C=C1C=CC=CC1=C3)C([2H])([2H])[2H])C(C)C)C3=CC=CC=C3 1-(3,5-diisopropyl-[1,1'-biphenyl]-4-yl)-2-(1-(methyl-d3)naphtho[2,3-b]benzofuran-4-yl)-1H-benzo[d]imidazole